ClC=1C(=CC2=C(NCNS2(=O)=O)C1)S(=O)(=O)N 6-chloro-1,1-dioxo-3,4-dihydro-2H-1λ6,2,4-benzothiadiazine-7-sulfonamide